ClC1=NN(C2=CC=C(C(=C12)CC(=O)N1[C@H](C2=CC=CC(=C2C[C@@H]1CO)C(C)(C)O)C)Cl)C 2-(3,5-DICHLORO-1-METHYL-INDAZOL-4-YL)-1-[(1S,3R)-3-(HYDROXYMETHYL)-5-(1-HYDROXY-1-METHYL-ETHYL)-1-METHYL-3,4-DIHYDRO-1H-ISOQUINOLIN-2-YL]ETHANONE